2-(2,6-Diisopropylphenyl)-5-(3,5-diphenyl-1H-pyrazol-1-yl)imidazo[1,5-a]pyridin-2-ium chloride [Cl-].C(C)(C)C1=C(C(=CC=C1)C(C)C)[N+]1=CN2C(C=CC=C2N2N=C(C=C2C2=CC=CC=C2)C2=CC=CC=C2)=C1